3,4,5-trifluoro-bromobenzene FC=1C=C(C=C(C1F)F)Br